4-ethyl-6-(4-ethyl-3-(hydroxymethyl)-5-oxo-4,5-dihydro-1H-1,2,4-triazol-1-yl)-2-(o-tolyl)phthalazin-1(2H)-one C(C)C1=NN(C(C2=CC=C(C=C12)N1N=C(N(C1=O)CC)CO)=O)C1=C(C=CC=C1)C